CN(C1=CC=C(S1)\C=C/1\C(=NOC1=O)COC)C (Z)-4-((5-(dimethylamino)thiophen-2-yl)methylene)-3-(methoxymethyl)isoxazol-5(4H)-one